1-(tert-butyl) 2-methyl 2,5-dihydro-1H-pyrrole-1,2-dicarboxylate N1(C(C=CC1)C(=O)OC)C(=O)OC(C)(C)C